CN1CCC(CC1)NC(=O)C1=NC(=CC=C1)C=1C=C2C(=CC=NC2=CC1)NC(C=C)=O N-(1-methylpiperidin-4-yl)-6-[4-(prop-2-enamido)quinolin-6-yl]pyridine-2-carboxamide